CC1(NN(C(=C1)C(=O)N)[C@@H](C)C1=C(C=CC=C1)C)C(=O)N 3-methyl-1-((S)-1-(o-tolyl)ethyl)-1H-pyrazole-3,5-dicarboxamide